(3-ethyl-1,2-oxazol-5-yl)methanamine C(C)C1=NOC(=C1)CN